N-(2-(5-(((6aR,8S,9R,10R,10aS)-9,10-dihydroxy-2,2,4,4-tetraisopropylhexahydropyrano[3,2-f][1,3,5,2,4]trioxadisilocin-8-yl)oxy)-1H-indol-3-yl)ethyl)acetamide O[C@@H]1[C@H]([C@@H]2O[Si](O[Si](OC[C@H]2O[C@H]1OC=1C=C2C(=CNC2=CC1)CCNC(C)=O)(C(C)C)C(C)C)(C(C)C)C(C)C)O